1,4-dibromo-2-chlorobenzene BrC1=C(C=C(C=C1)Br)Cl